chlorine (2-dicyclohexylphosphino-2',6'-di-isopropoxy-1,1'-biphenyl) C1(CCCCC1)P(C1=C(C=CC=C1)C1=C(C=CC=C1OC(C)C)OC(C)C)C1CCCCC1.[Cl]